ClC=1OC(=CN1)C1=CC(=C(C=C1)F)F 2-chloro-5-(3,4-difluorophenyl)oxazole